OC1=CC(=NN1C1=NC=C(C(=O)O)C=C1)C1=CC=C(C=C1)C 6-(5-hydroxy-3-(p-tolyl)-1H-pyrazol-1-yl)nicotinic acid